N[C@]1(COC[C@@H](C1)CCB(O)O)C(=O)O |r| rac-(3R,5R)-3-amino-5-(2-boronoethyl)tetrahydro-2H-pyran-3-carboxylic acid